(4R)-4-[(3R,SR,8R,9S,10S,12S,13R,14S,17R)-3,12-dihydroxy-10,13-dimethyl-2,3,4,5,6,7,8,9,11,12,14,15,16,17-tetradecahydro-1H-cyclopenta[a]phenanthren-17-yl]pentanoic acid O[C@@H]1CC[C@@]2([C@H]3C[C@@H]([C@@]4([C@H](CC[C@H]4[C@@H]3CC[C@H]2C1)[C@@H](CCC(=O)O)C)C)O)C |&1:16|